(S)-2-(Pyrimidin-2-yl)-1-(5-(trifluoromethyl)-1-(2-((trimethylsilyl)oxy)propyl-1,1-d2)-1H-pyrazol-4-yl)ethan-1-one N1=C(N=CC=C1)CC(=O)C=1C=NN(C1C(F)(F)F)C([C@H](C)O[Si](C)(C)C)([2H])[2H]